(1R,2R,3S,5S)-2-fluoro-3-hydroxy-9-azabicyclo[3.3.1]nonane-9-carboxylic acid tert-butyl ester C(C)(C)(C)OC(=O)N1[C@H]2[C@H]([C@H](C[C@@H]1CCC2)O)F